NCC1CC2(C1)OC(N(C2)[C@@H](C)C=2C=CC=C1C(=C(NC21)C(=O)O)C2=CC(=NC=C2)OC)=O 7-((1S)-1-(2-(aminomethyl)-6-oxo-5-oxa-7-azaspiro[3.4]oct-7-yl)ethyl)-3-(2-methoxypyridin-4-yl)-1H-indole-2-carboxylic acid